BrC1=CN(C(C(=N1)NC1=CC(=C(C=C1)C1CN(CCC1)C(=O)OC(C)(C)C)NC(C=C)=O)=O)C tert-butyl 3-[4-[(6-bromo-4-methyl-3-oxopyrazin-2-yl)amino]-2-(prop-2-enamido) phenyl]piperidine-1-carboxylate